2-[3-[4-amino-3-(2-fluoro-4-phenoxy-phenyl)-1H-pyrazolo[3,4-D]pyrimidin-1-yl]piperidine-1-carbonyl]-4,4-dimethylpent-2-enenitrile NC1=C2C(=NC=N1)N(N=C2C2=C(C=C(C=C2)OC2=CC=CC=C2)F)C2CN(CCC2)C(=O)C(C#N)=CC(C)(C)C